4-[(1S,4S,5R)-5-[[3-(2-chloro-6-methylphenyl)-5-cyclopropyl-1,2-oxazol-4-yl]methoxy]-2-azabicyclo[2.2.1]heptan-2-yl]benzoic acid ClC1=C(C(=CC=C1)C)C1=NOC(=C1CO[C@H]1[C@@H]2CN([C@H](C1)C2)C2=CC=C(C(=O)O)C=C2)C2CC2